COC([C@H](CC1=CC=C(C=C1)OCC1=CC=CC=C1)NC(CC1CCN(CC1)C(CCC1=CC(=C(C(=C1)OC)OC)OC)=O)=O)=O.CNC1=CC=C(C=C1)N1N=CC=C1 N-methyl-4-(1H-pyrazol-1-yl)aniline Methyl-(S)-3-(4-(benzyloxy)phenyl)-2-(2-(1-(3-(3,4,5-trimethoxyphenyl)propanoyl)piperidin-4-yl)acetamido)propanoate